methyl 2-(2-amino-1,3-benzoxazol-5-yl)propionate NC=1OC2=C(N1)C=C(C=C2)C(C(=O)OC)C